[5-(1,1-difluoroethyl)thiazol-2-yl]methanol FC(C)(F)C1=CN=C(S1)CO